N1C=NC=C1.P(=O)(O)(O)OC[C@@H]1[C@H]([C@H]([C@@H](O1)N1C=NC=2C(=O)NC(N)=NC12)O)O guanosine monophosphate imidazole salt